5-bromo-7-chloro-8-fluoro-1,2,4,9-tetrahydrospiro[carbazole-3,2'-[1,3]dioxolane] BrC1=C2C=3CC4(OCCO4)CCC3NC2=C(C(=C1)Cl)F